N1(CCOCC1)C(=O)C=1C=C2CN(C(C2=CC1)=O)C1C(NC(CC1)=O)=O 3-(5-(morpholine-4-carbonyl)-1-oxoisoindolin-2-yl)piperidine-2,6-dione